N1C=2N(CCC1C(=O)[O-])CCCN2 Hexahydro-2H-pyrimido[1,2-a]pyrimidinate